(1S,2S)-N-[8-chloro-6-(1-methylpyrazol-4-yl)cinnolin-3-yl]-2-fluoro-cyclopropanecarboxamide ClC=1C=C(C=C2C=C(N=NC12)NC(=O)[C@H]1[C@H](C1)F)C=1C=NN(C1)C